tert-butyl N-[2-[3-[2-[(5-amino-1,3,4-oxadiazol-2-yl)methyl-[(4-cyano-2-fluoro-phenyl)methyl]amino]-2-oxo-ethyl]sulfanyl-4-chloro-phenoxy]ethyl]carbamate NC1=NN=C(O1)CN(C(CSC=1C=C(OCCNC(OC(C)(C)C)=O)C=CC1Cl)=O)CC1=C(C=C(C=C1)C#N)F